2-methyl-4-(1-naphthyl)indenyl-lithium CC=1C(C2=CC=CC(=C2C1)C1=CC=CC2=CC=CC=C12)[Li]